8-[(2S,5R)-2,5-Diethyl-4-{1-[4-(trifluoromethoxy)phenyl]ethyl}piperazin-1-yl]-5-methyl-6-oxo-5,6-dihydro-1,5-naphthyridin-2-carbonitril C(C)[C@@H]1N(C[C@H](N(C1)C(C)C1=CC=C(C=C1)OC(F)(F)F)CC)C1=CC(N(C=2C=CC(=NC12)C#N)C)=O